nonadecenoyl-CoA C(C=CCCCCCCCCCCCCCCCC)(=O)SCCNC(CCNC([C@@H](C(COP(OP(OC[C@@H]1[C@H]([C@H]([C@@H](O1)N1C=NC=2C(N)=NC=NC12)O)OP(=O)(O)O)(=O)O)(=O)O)(C)C)O)=O)=O